6-Bromo-7-fluoro-8-iodo-2-methylquinoxaline BrC=1C=C2N=CC(=NC2=C(C1F)I)C